NC1=NC2=C(C=C(C=C2C=N1)C1=C(C=CC=C1)Cl)C=1C=C(C=CC1)NC(C=C)=O N-(3-(2-amino-6-(2-chlorophenyl)quinazolin-8-yl)phenyl)acrylamide